ClC1=C(OCC=2C=C(C=CC2)N2N=CN=C2)C=CC(=C1)C(F)(F)F (3-((2-chloro-4-(trifluoromethyl)phenoxy)methyl)phenyl)-1H-1,2,4-triazole